6-(3-amino-1H-indazol-4-yl)-N-(3-fluoro-4-methylphenyl)-1-naphthalenecarboxamide NC1=NNC2=CC=CC(=C12)C=1C=C2C=CC=C(C2=CC1)C(=O)NC1=CC(=C(C=C1)C)F